3-(5-chloro-benzooxazol-2-yl)-7-fluoro-coumarin ClC=1C=CC2=C(N=C(O2)C=2C(OC3=CC(=CC=C3C2)F)=O)C1